1-chloro-2-ethoxy-4-nitrobenzene ClC1=C(C=C(C=C1)[N+](=O)[O-])OCC